N-(3-((2-((3-chloro-1-methyl-1H-pyrazol-4-yl)amino)-5-(3-chloro-4-fluorophenyl)pyrimidin-4-yl)amino)-4-fluorophenyl)acrylamide ClC1=NN(C=C1NC1=NC=C(C(=N1)NC=1C=C(C=CC1F)NC(C=C)=O)C1=CC(=C(C=C1)F)Cl)C